(S)-3,3-dimethyl-N'-(((S)-2-methyl-2,4,5,6-tetrahydro-1H-cyclobuta[f]inden-3-yl)carbamoyl)-2,3-dihydropyrazolo[5,1-b]oxazole-7-sulfonimidamide CC1(N2C(OC1)=C(C=N2)[S@](=O)(N)=NC(NC2=C1C(=CC=3CCCC23)C[C@@H]1C)=O)C